C1(CC1)OC1=NC(=CC2=C1C(N(C2)[C@@H](C)C2CC2)=O)C2=C(N=C(S2)NC(=O)NC)C (S)-1-(5-(4-cyclopropyloxy-2-(1-cyclopropylethyl)-3-oxo-2,3-dihydro-1H-pyrrolo[3,4-c]pyridin-6-yl)-4-methylthiazol-2-yl)-3-methylurea